(S)-N-(1-(1-(2-(Azetidin-1-yl)pyrimidin-5-yl)ethyl)-1H-pyrazol-4-yl)-6-(3-chloro-6-(difluoromethyl)-2-fluorophenyl)pyrazine-2-carboxamide N1(CCC1)C1=NC=C(C=N1)[C@H](C)N1N=CC(=C1)NC(=O)C1=NC(=CN=C1)C1=C(C(=CC=C1C(F)F)Cl)F